C(C)(=O)O[C@H]1[C@@H](O[C@@H]([C@H]1OC(C)=O)COC(C)=O)NC(C1CN=CC=C1)=O N-(2,3,5-tri-O-acetyl-β-D-ribofuranosyl)dihydronicotinamide